ClC1=C(C(=O)N2CCN(CC2)C(=O)N[C@@H]2CNC[C@H]2O)C=CC(=C1)NC(=O)C=1N(C(=CN1)C1=C(C(=C(C=C1)OCC#N)F)F)C 4-[2-chloro-4-[[5-[4-(cyanomethoxy)-2,3-difluoro-phenyl]-1-methyl-imidazole-2-carbonyl]amino]benzoyl]-N-[(3r,4r)-4-hydroxypyrrolidin-3-yl]piperazine-1-carboxamide